C1NCC12CC(C2)CC2=C1C=NN(C(C1=C(C=C2)C)=O)C 5-(2-azaspiro[3.3]heptan-6-ylmethyl)-2,8-dimethyl-phthalazin-1-one